(Z)-3-chloro-3-phenyl-prop-2-enal Cl\C(=C/C=O)\C1=CC=CC=C1